4-((S)-3-(Dimethylamino)-3-((1s,3R)-3-(3-(trifluoromethyl)-phenyl)cyclobutyl)piperidin-1-yl)-2,6-difluoro-N-(pyrimidin-4-yl)benzenesulfonamide CN([C@]1(CN(CCC1)C1=CC(=C(C(=C1)F)S(=O)(=O)NC1=NC=NC=C1)F)C1CC(C1)C1=CC(=CC=C1)C(F)(F)F)C